N-(3-((2R,3S,5R)-6-amino-3,5-difluoro-2,5-dimethyl-2,3,4,5-tetrahydropyridin-2-yl)-4,5-difluorophenyl)-5-(methoxy-d3)picolinamide NC=1[C@](C[C@@H]([C@@](N1)(C)C=1C=C(C=C(C1F)F)NC(C1=NC=C(C=C1)OC([2H])([2H])[2H])=O)F)(C)F